N1C=NC=C1SC1=CC=C(C(=O)OC)C=C1 methyl 4-(1H-imidazol-5-ylsulfanyl)benzoate